N-(2,2-dimethoxy-1-hydroxyethyl)acrylamide COC(C(O)NC(C=C)=O)OC